1-isobutyl-3,5-diethyl-4-hydroxypyrazole C(C(C)C)N1N=C(C(=C1CC)O)CC